1-[(3R)-5,5-difluoropiperidin-3-yl]azepan-2-one hydrochloride Cl.FC1(C[C@H](CNC1)N1C(CCCCC1)=O)F